5-oxo-5H-thieno[3,2-b]Pyran-6-carboxylic acid methyl ester COC(=O)C1=CC2=C(OC1=O)C=CS2